C1(CCC1)CNC1CN(CCC1)C1=CN=C(S1)CN1N=NC(=C1)C1=C2C=NNC2=CC(=C1)OC N-(cyclobutylmethyl)-1-(2-((4-(6-methoxy-1H-indazol-4-yl)-1H-1,2,3-triazol-1-yl)methyl)thiazol-5-yl)piperidin-3-amine